C(C1=CC=CC=C1)N1CC(CC1=O)C(=O)N1CCN(C2(C1)CCN(C(CC2)=O)CC(=O)O)C 2-(4-(1-benzyl-5-oxopyrrolidine-3-carbonyl)-1-methyl-10-oxo-1,4,9-triazaspiro[5.6]dodecan-9-yl)acetic acid